5-(2-bromo-3-methoxyphenyl)-4-pentenoic acid BrC1=C(C=CC=C1OC)C=CCCC(=O)O